FC1CC(C1)(C1=NC=CC=C1F)CNC1=NC=C(C=N1)C=1C(=NC=CC1)O 3-[2-({[3-fluoro-1-(3-fluoro(2-pyridyl))cyclobutyl]methyl}amino)pyrimidin-5-yl]pyridin-2-ol